CC1=CC(N(C=2N=C(N=CC21)NC2N(CCCC2)C(=O)[O-])C2C(CCC2)C)=O ((5-Methyl-8-(2-methylcyclopentyl)-7-oxo-7,8-dihydropyrido[2,3-d]pyrimidin-2-yl)amino)piperidine-1-carboxylate